1-(2,4-Diisopropyl-3-pyridyl)-4-[(2S,5R)-2,5-dimethyl-4-prop-2-enoyl-piperazin-1-yl]-6-fluoro-7-(o-tolyl)pyrido[2,3-d]pyrimidin-2-one C(C)(C)C1=NC=CC(=C1N1C(N=C(C2=C1N=C(C(=C2)F)C2=C(C=CC=C2)C)N2[C@H](CN([C@@H](C2)C)C(C=C)=O)C)=O)C(C)C